2,2,2-trifluoroethan-1-on FC(C=O)(F)F